1-(2-hydroxy-3,5-dipentylphenyl)propan-2-one OC1=C(C=C(C=C1CCCCC)CCCCC)CC(C)=O